FC(C(=O)O)(F)F.ClC=1C(=C(OCC#N)C=CC1C1=CN=C2N1C=CN=C2NC2=CC(=C(C=C2)C(=O)N2CCC(CC2)C(=O)N2CC(NCC2)CO)C)F 2-[3-chloro-2-fluoro-4-[8-[4-[4-[3-(hydroxymethyl)piperazine-1-carbonyl]piperidine-1-carbonyl]-3-methyl-anilino]imidazo[1,2-a]pyrazin-3-yl]phenoxy]acetonitrile trifluoroacetate